(2s,4s)-2-((2R,4R)-2-methyl-4-(4-(trifluoromethyl)phenyl)piperidine-1-carbonyl)-7-oxa-5-azaspiro[3.4]octan-6-one C[C@H]1N(CC[C@H](C1)C1=CC=C(C=C1)C(F)(F)F)C(=O)C1CC2(C1)NC(OC2)=O